ClC(=O)C=1C=C(C=CC1)C1=CC=C(C=C1)CC(C(=O)OC(C)(C)C)(C)C tert-butyl 3-(3'-(chlorocarbonyl)-[1,1'-biphenyl]-4-yl)-2,2-dimethylpropionate